C(C1=CC=CC=C1)NC(C[N+]1(CCCCCC1)CC(=O)NC1=C(SC=C1C)C(=O)N1CCN(CC1)S(=O)(=O)C)=O 1-(2-(benzylamino)-2-oxoethyl)-1-(2-((4-methyl-2-(4-(methylsulfonyl)piperazine-1-carbonyl)thiophen-3-yl)amino)-2-oxoethyl)azepan-1-ium